C1(CC1)C=1C=C(N)C=C(C1)B1OC(C(O1)(C)C)(C)C 3-cyclopropyl-5-(4,4,5,5-tetramethyl-1,3,2-dioxaborolan-2-yl)aniline